BrB(N(CC)CC)N(CC)CC bromobis(diethylamino)borane